di[2,7-di(glycidyloxy)naphthyl]Methane C(C1CO1)OC1=C(C2=CC(=CC=C2C=C1)OCC1CO1)CC1=C(C=CC2=CC=C(C=C12)OCC1CO1)OCC1CO1